CC1=NN(C=C1C1=CC=CC=C1)C1=CC=CC=C1 3-methyl-1,4-diphenyl-1H-pyrazole